AMINO-3-HYDROXYPYRIDINE NC1=NC=CC=C1O